CC1=CC=C(S1)C1=NC=2C(=C3C(=NC2)N(C=C3)S(=O)(=O)C3=CC=CC=C3)N1C=1C=NN(C1)C1(CNC1)CC#N 2-(3-(4-(2-(5-methylthiophen-2-yl)-6-(Benzenesulfonyl)imidazo[4,5-d]pyrrolo[2,3-b]pyridin-1(6H)-yl)-1H-pyrazol-1-yl)azetidine-3-yl)acetonitrile